8-(4-fluoro-2-(fluoromethyl)phenyl)-9-(4-((1-(3-fluoropropyl)azetidin-3-yl)methyl)phenyl)-6,7-dihydro-5H-benzo[7]annulene-3-carboxylic acid FC1=CC(=C(C=C1)C=1CCCC2=C(C1C1=CC=C(C=C1)CC1CN(C1)CCCF)C=CC(=C2)C(=O)O)CF